4-(4-nitrophenyl)butanoic acid [N+](=O)([O-])C1=CC=C(C=C1)CCCC(=O)O